chloro-7-(8-ethyl-7-fluoro-3-(methoxymethoxy)naphthalen-1-yl)-8-fluoro-4-(2-((tetrahydro-2H-pyran-2-yl)oxy)-6-azaspiro[3.5]nonan-6-yl)pyrido[4,3-d]pyrimidine ClC=1N=C(C2=C(N1)C(=C(N=C2)C2=CC(=CC1=CC=C(C(=C21)CC)F)OCOC)F)N2CC1(CC(C1)OC1OCCCC1)CCC2